(E)-3-(2-(3-Chloro-4-fluorophenyl)-6-(trifluoromethyl)pyridin-3-yl)-N-(2-oxo-2,3-dihydro-1H-benzo[d]imidazol-4-yl)acrylamid ClC=1C=C(C=CC1F)C1=NC(=CC=C1/C=C/C(=O)NC1=CC=CC=2NC(NC21)=O)C(F)(F)F